tert-butyl (3R)-3-{[(4-fluoro-3-{[(6-methyl(3-pyridyl))amino]carbonylamino}phenyl)methyl]methylamino}pyrrolidinecarboxylate FC1=C(C=C(C=C1)CN([C@H]1CN(CC1)C(=O)OC(C)(C)C)C)NC(=O)NC=1C=NC(=CC1)C